5-(2'-fluoro-2-methyl-[1,1'-biphenyl]-3-yl)-2-(2-hydroxyethyl)isoindol-1-one FC1=C(C=CC=C1)C1=C(C(=CC=C1)C=1C=C2CN(C(C2=CC1)=O)CCO)C